1-[3-acetyl-6-[5-bromo-6-(2-methoxyethoxy)benzoimidazol-1-yl]-2-pyridinyl]-5-methyl-pyrazole-3-carbonitrile C(C)(=O)C=1C(=NC(=CC1)N1C=NC2=C1C=C(C(=C2)Br)OCCOC)N2N=C(C=C2C)C#N